((2-(4-(2-((2-(bis(4-((2-octyldodecanoyl)oxy)butyl)amino) ethyl)(4-((2-octyldodecanoyl)oxy) butyl)amino)ethyl)piperazin-1-yl)ethyl)azanediyl)bis(butane-4,1-diyl)bis(2-octyldodecanoate) C(CCCCCCC)C(C(=O)OCCCCN(CCN(CCN1CCN(CC1)CCN(CCCCC(C(=O)[O-])(CCCCCCCCCC)CCCCCCCC)CCCCC(C(=O)[O-])(CCCCCCCCCC)CCCCCCCC)CCCCOC(C(CCCCCCCCCC)CCCCCCCC)=O)CCCCOC(C(CCCCCCCCCC)CCCCCCCC)=O)CCCCCCCCCC